[I-].C(CCCCC)OC=1C(=NSN1)C1=CCC[N+](C1)(C)C(C(C)C)OC(CC1=C(C=CC=C1)OC(C(C)C)=O)=O 5-(4-(Hexyloxy)-1,2,5-thiadiazol-3-yl)-1-(1-(2-(2-(isobutyryloxy)phenyl)acetoxy)-2-methylpropyl)-1-methyl-1,2,3,6-tetrahydropyridin-1-ium iodide